CCCC[Na] 4-butyl-sodium